CCCCCCC=CC=O nonenal